tert-butyl (2R,4S)-2-cyano-4-(tosyloxy)pyrrolidine-1-carboxylate C(#N)[C@@H]1N(C[C@H](C1)OS(=O)(=O)C1=CC=C(C)C=C1)C(=O)OC(C)(C)C